4-[(3-chloro-4-fluorophenyl)amino]-6-amino-7-((S)-tetrahydrofuran-3-yloxy)-quinazoline ClC=1C=C(C=CC1F)NC1=NC=NC2=CC(=C(C=C12)N)O[C@@H]1COCC1